C(CCCCCCCCC)C(C(=O)OC(C)CCCCCCCC)CCCCCCCCCCCC 2-decyl 2-decyltetradecanoate